S-(1-oxido-2-pyridyl)-N,N,N',N'-tetramethylthiuronium hexafluorophosphate F[P-](F)(F)(F)(F)F.[O-][N+]1=C(C=CC=C1)SC(=[N+](C)C)N(C)C